NC(COC1=C(N=C2C(=CC=NC2=C1)OC1=C(C=C(C=N1)NC(=O)C1(CC1)C(=O)NC1=CC=C(C=C1)F)F)OC)=O 1-N'-[6-[[7-(2-amino-2-oxoethoxy)-6-methoxy-1,5-naphthyridin-4-yl]oxy]-5-fluoropyridin-3-yl]-1-N-(4-fluorophenyl)cyclopropane-1,1-dicarboxamide